N-(5-cyano-4-(((trans)-2-methoxycyclopentyl)amino)pyridin-2-yl)-4-fluoro-7-formyl-6-((4-methyl-2-oxopiperazin-1-yl)methyl)-3,4-dihydro-2,4-methylene-1,8-naphthyridine-1(2H)-carboxamide C(#N)C=1C(=CC(=NC1)NC(=O)N1C2CC(C3=CC(=C(N=C13)C=O)CN1C(CN(CC1)C)=O)(C2)F)N[C@H]2[C@@H](CCC2)OC